C(C1=CC=CC=C1)N1C[C@@H](OCC1)C=O Benzyl-(R)-2-formylmorpholine